FC1=CC=C(C=C1)NC1=C2N=CN(C2=NC=N1)C N-(4-fluorophenyl)-9-methylpurin-6-amine